[N+](=O)([O-])C1=CC=C(C=C1)S(=O)(=O)N1C(OCC1(C=C)C1=CC=C(C=C1)Cl)=O 3-(4-nitro-benzenesulfonyl)-4-(4-chloro-phenyl)-4-vinyl-2-oxazolidinone